CS(=O)(=O)OOCC(NC(=O)OC(C)(C)C)CC ethyl-[2-(tert-butoxycarbonylamino) ethoxy] methanesulfonate